ethyl (2S,3S)-2-((((9H-fluoren-9-yl)methoxy)carbonyl)amino)-3-amino-3-(2-bromooxazol-4-yl)propanoate C1=CC=CC=2C3=CC=CC=C3C(C12)COC(=O)N[C@H](C(=O)OCC)[C@@H](C=1N=C(OC1)Br)N